C(C)(=O)N1CC[C@@H]2N(C([C@H](C1)NC(=O)C=1NC3=CC=C(C=C3C1)C(F)(F)P(O)(O)=O)=O)[C@@H](CC2)C(=O)N2[C@@H](CCC2)C2=CC=CC=C2 ((2-(((5S,8S,10aR)-3-acetyl-6-oxo-8-((S)-2-phenyl-pyrrolidine-1-carbonyl)decahydropyrrolo[1,2-a][1,5]diazocin-5-yl)carbamoyl)-1H-indol-5-yl)difluoromethyl)phosphonic acid